FC(C(=O)O)(F)F.O[C@@H](C(=O)N1CCN(CC1)C1=CC=C(C=N1)C=1C=2N(C=C(C1)OC[C@@H](C)O)N=CC2C#N)C(C)C 4-(6-(4-((R)-2-hydroxy-3-methylbutanoyl)piperazin-1-yl)pyridin-3-yl)-6-((R)-2-hydroxypropoxy)pyrazolo[1,5-a]pyridine-3-carbonitrile 2,2,2-trifluoroacetate